C1(CC1)C=1C=C(C(=NC1)N1CCN(CC1)C(=O)C1=C(C=C(C=C1)[C@]1(C(NC(N1)=O)=O)CC)C)C (S)-5-{4-[4-(5-cyclopropyl-3-methylpyridin-2-yl)piperazine-1-carbonyl]-3-methylphenyl}-5-ethylimidazolidine-2,4-dione